methyl 2-[1-(benzenesulfonyl)pyrrolo[3,2-b]pyridin-6-yl]oxy-4-bromo-butanoate C1(=CC=CC=C1)S(=O)(=O)N1C=CC2=NC=C(C=C21)OC(C(=O)OC)CCBr